BrC1=CC=C(C=C1)NS(=O)(=O)C=1C=C(C(=O)NC2=CC(=CC=C2)[N+](=O)[O-])C=CC1C 3-(N-(4-bromophenyl)sulfamoyl)-4-methyl-N-(3-nitrophenyl)benzamide